CC1CCC(N(C1)C(C(=O)O[Li])=O)C=1C=C(C=CC1)C [2-[5-methyl-2-(m-tolyl)-1-piperidyl]-2-oxo-acetyl]Oxylithium